2-(carbamoylamino)-4-[hydroxy(methyl)phosphoryl]butanoic acid C(N)(=O)NC(C(=O)O)CCP(=O)(C)O